5H,6H,7H-Pyrano[2,3-d][1,3]thiazol-7-ol S1C=NC2=C1C(CCO2)O